[Cl-].C[Si](CCC[N+](C)(C)CCCCCCCCCC)(OCC)OCC 3-(methyldiethoxysilyl)propyldecyl-dimethyl-ammonium chloride